2-amino-2-{[1-oxo-1-(prop-2-yloxy)prop-2-yl]carbamoyl}acetic acid NC(C(=O)O)C(NC(C(OC(C)C)=O)C)=O